(4-(5-(oxetan-3-yl)-3-(trifluoromethyl)-1H-pyrazol-1-yl)phenyl)methanol O1CC(C1)C1=CC(=NN1C1=CC=C(C=C1)CO)C(F)(F)F